NC1=C(C(=C(C=N1)C=1C=CC(=C(C(=O)N)C1)O)CC)C1=CC=C(C=C1)O 5-[6-amino-4-ethyl-5-(4-hydroxyphenyl)-3-pyridyl]-2-hydroxy-benzamide